5-(piperazin-1-yl)pyridine-2-amine N1(CCNCC1)C=1C=CC(=NC1)N